CN1N=CC(=C1)C=1C=C(C(=O)NC2=CC(=NC=C2)C(F)(F)F)C=C(C1)C1=CN=CS1 3-(1-methylpyrazol-4-yl)-5-(1,3-thiazol-5-yl)-N-[2-(trifluoromethyl)pyridin-4-yl]benzamide